OCC(C)(C)NC(C(=O)C1=CC(=C2CCCCN12)C(=O)NC1=CC(=C(C(=C1)F)F)F)=O 3-(2-((1-hydroxy-2-methylpropan-2-yl)amino)-2-oxoacetyl)-N-(3,4,5-trifluorophenyl)-5,6,7,8-tetrahydroindolizine-1-carboxamide